COC1=CC=C(C=C1)CN(C1=C(C=C2C(=N1)C=C(N2)C(=O)OCC)Br)CC2=CC=C(C=C2)OC ethyl 5-[bis[(4-methoxyphenyl) methyl] amino]-6-bromo-1H-pyrrolo[3,2-b]pyridine-2-carboxylate